C1(CCCC1)C(=O)O.C=C ethylene cyclopentanate